ClC=1C=C(C=NC1N1N=CC=N1)NC(C1=CN=CC(=C1)C1=C2C=CC=NC2=CC=C1)=O N-(5-chloro-6-(2H-1,2,3-triazol-2-yl)pyridin-3-yl)-5-(quinolin-5-yl)nicotinamide